(4-maleimidophenyl)-methane C1(C=CC(N1C1=CC=C(C=C1)C)=O)=O